(R)-6-chloro-2-methyl-1,2,3,4-tetrahydroquinoxaline ClC=1C=C2NC[C@H](NC2=CC1)C